4'-methylbiphenyl-2-carboxylate CC1=CC=C(C=C1)C=1C(=CC=CC1)C(=O)[O-]